C(C1=CC=CC=C1)O[C@H]1CN(C[C@H](C1OCC1=CC=CC=C1)OCC1=CC=CC=C1)CCC1=C(C=C(C=C1F)C=1CCOCC1)F (3S,4r,5R)-3,4,5-tris(benzyloxy)-1-(4-(3,6-dihydro-2H-pyran-4-yl)-2,6-difluorophenylethyl)piperidine